OC1=CC(=CC=2OC3=C(C=CC(=C3C(C12)=O)O)OC)OC 1,8-dihydroxy-3,5-dimethoxyxanthone